tert-butyl 5-fluoro-2-isopropyl-3-oxo-4-(trifluoromethyl)-1H-pyrazole-1-carboxylate FC1=C(C(N(N1C(=O)OC(C)(C)C)C(C)C)=O)C(F)(F)F